Dabsylamin S(=O)(=O)(C1=CC=C(N=NC2=CC=C(N(C)C)C=C2)C=C1)N